3-(bromomethyl)-3,4-dihydro-1H-2-benzopyran-1-one BrCC1OC(C2=C(C1)C=CC=C2)=O